CC1=NN2C(N=C(C=C2N(CC2=CC=C(C=C2)N2N=CC=C2)CCC)C)=C1C=1C(=CC(=NC1)N(C)C)C 5-{2,5-Dimethyl-7-[propyl({[4-(1H-pyrazol-1-yl)phenyl]methyl})amino]pyrazolo[1,5-a]-pyrimidin-3-yl}-N,N,4-trimethylpyridin-2-amin